COC(=O)C1CC(C1)O[Si](C1=CC=CC=C1)(C1=CC=CC=C1)C(C)(C)C (1s,3s)-3-((tert-butyldiphenylsilyl)oxy)cyclobutane-1-carboxylic acid methyl ester